N-Methyl-Diphenylamine CN(C1=CC=CC=C1)C1=CC=CC=C1